Cyclopropyl-2-[6-(4-fluoro-2,3-dimethyl-phenyl)pyrazolo[4,3-b]pyridin-1-yl]ethanone C1(CC1)C(CN1N=CC2=NC=C(C=C21)C2=C(C(=C(C=C2)F)C)C)=O